1-(4-(6-chloro-8-fluoro-7-(3-hydroxynaphthalen-1-yl)quinazolin-4-yl)-2-((dimethylamino)methyl)piperazin-1-yl)prop-2-en-1-one ClC=1C=C2C(=NC=NC2=C(C1C1=CC(=CC2=CC=CC=C12)O)F)N1CC(N(CC1)C(C=C)=O)CN(C)C